1-(4-((3-methyl-4-((1-methyl-1H-benzo[d]imidazol-5-yl)oxy)phenyl)amino)pyrido[3,4-d]pyrimidin-6-yl)-3-methylenepyrrolidin-2-one CC=1C=C(C=CC1OC1=CC2=C(N(C=N2)C)C=C1)NC=1C2=C(N=CN1)C=NC(=C2)N2C(C(CC2)=C)=O